(2,3-dihydroxypropyl)ethanethiol OC(CC(C)S)CO